N1(CCOCC1)C=1SC(=CN1)C=1C=C(C#N)C=CC1 3-(2-morpholin-4-yl-1,3-thiazol-5-yl)benzonitrile